Ethyl (S)-3-(2-((9H-carbazol-3-yl) methyl)-1H-indol-3-yl)-2-acetamidopropionate C1=CC(=CC=2C3=CC=CC=C3NC12)CC=1NC2=CC=CC=C2C1C[C@@H](C(=O)OCC)NC(C)=O